ClC1=NC(=CC(=C1)C=1C=2N(C(=NC1C1=C(C=CC=C1)F)N)C=NN2)C 8-(2-chloro-6-methylpyridin-4-yl)-7-(2-fluorophenyl)-[1,2,4]triazolo[4,3-c]pyrimidin-5-amine